CC(CC(C(=O)O)C(=O)O)(C)C (2,2-dimethylpropyl)malonic acid